5-[2-(trimethylsilyl)ethynyl]-1H-indazole C[Si](C#CC=1C=C2C=NNC2=CC1)(C)C